ethyl-p-methyl-phenylboronic acid ammonium bromide [Br-].[NH4+].C(C)C1=C(C=CC(=C1)C)B(O)O